8-Chloro-5-((2-(3-(1-(difluoromethyl)-2-oxo-1,2-dihydropyridin-4-yl)propyl)-2-azaspiro[3.3]heptan-6-yl)oxy)-2-methylphthalazin-1(2H)-one ClC=1C=CC(=C2C=NN(C(C12)=O)C)OC1CC2(CN(C2)CCCC2=CC(N(C=C2)C(F)F)=O)C1